FC1(CN(CC[C@H]1NC1=NN2C(C(=N1)OC)=C(C=C2[2H])C=2C=NC=1N(C2)C=CN1)C1COC1)F (R)-N-(3,3-difluoro-1-(oxetan-3-yl)piperidin-4-yl)-5-(imidazo[1,2-a]pyrimidin-6-yl)-4-methoxypyrrolo[2,1-f][1,2,4]triazin-7-d-2-amine